ClC=1C=C(C=C(C1)S(=O)(=O)C)NC1=NC(=NC(=N1)NC(C)C)C1=NC(=CC=C1)C(C)(F)F N2-(3-chloro-5-(methylsulfonyl)phenyl)-6-(6-(1,1-difluoroethyl)pyridin-2-yl)-N4-isopropyl-1,3,5-triazine-2,4-diamine